CN1CC(C1)N1CCN(CC1)C1=NC2=C(N1C(=O)NCCCC1=CC=CC=C1)C=CC=C2 (4-(1-Methylazetidin-3-yl)piperazin-1-yl)-N-(3-phenylpropyl)-1H-benzo[d]imidazole-1-carboxamide